7-methyleneoctahydro-6-indenyl acetate C(C)(=O)OC1CCC2CCCC2C1=C